NC1=NC(=CC(=N1)O)C(C(F)(F)F)(F)F 2-amino-6-(perfluoroethyl)pyrimidine-4-ol